(2S,4R)-N-[[2-(9-bromononoxy)-4-(4-methylthiazol-5-yl)phenyl]methyl]-1-[(2S)-2-[(1-fluorocyclopropanecarbonyl)amino]-3,3-dimethyl-butanoyl]-4-hydroxy-pyrrolidine-2-carboxamide BrCCCCCCCCCOC1=C(C=CC(=C1)C1=C(N=CS1)C)CNC(=O)[C@H]1N(C[C@@H](C1)O)C([C@H](C(C)(C)C)NC(=O)C1(CC1)F)=O